C(C1=CC=CC=C1)C=1NC=C(N1)C1=CC=C(C=C1)CCCCCC 2-Benzyl-4-(4-hexylphenyl)imidazole